2-amino-6-methylaminopurine NC1=NC(=C2NC=NC2=N1)NC